C1(=CC=CC=2C3=CC=CC=C3CC12)NC1=NC(=NC(=N1)N)N fluorenyl-Melamine